1,4,8-triisocyanatooctane Methyl-2-bromo-2-(4-cyanophenyl)acetate COC(C(C1=CC=C(C=C1)C#N)Br)=O.N(=C=O)CCCC(CCCCN=C=O)N=C=O